ClC=1C=C(C=C(C1OC=1C(=C2C3(C(NC2=CC1)=O)CC3)F)Cl)N3C(=NOC3=O)C(=O)N (3,5-dichloro-4-((4'-fluoro-2'-oxospiro[cyclopropane-1,3'-indolin]-5'-yl)oxy)phenyl)-5-oxo-4,5-dihydro-1,2,4-oxadiazole-3-carboxamide